BrC=1N=C(N2C1C(=NC=C2)Cl)[C@H]2C([C@](CC2)(C(=O)OC)C)(C)C (1S,3R)-methyl 3-(1-bromo-8-chloroimidazo[1,5-a]pyrazin-3-yl)-1,2,2-trimethylcyclopentanecarboxylate